N1=NC(=NN=C1)C1=CC=C(C(=O)O)C=C1 4-(1,2,4,5-tetrazin-3-yl)benzoic acid